C(C)OC=1C=NC(=NC1)N1CCC(CC1)CCCOC1=CC(=C(C(=C1)F)CC(=O)N1C[C@@H](CC1)CNC[C@@H]([C@H]([C@@H]([C@@H](CO)O)O)O)O)F 2-[4-[3-[1-(5-ethoxypyrimidin-2-yl)-4-piperidyl]propoxy]-2,6-difluoro-phenyl]-1-[(3S)-3-[[[(2S,3R,4R,5R)-2,3,4,5,6-pentahydroxyhexyl]amino]methyl]-pyrrolidin-1-yl]ethanone